NC=1C(=CC(=C(C1)N1N=NC(=C1)C(=O)N(CC)CC)F)N1C[C@@H](N([C@@H](C1)C)C)C 1-(5-amino-2-fluoro-4-((3S,5R)-3,4,5-trimethylpiperazin-1-yl)phenyl)-N,N-diethyl-1H-1,2,3-triazole-4-carboxamide